FC(C(=O)O)(F)F.COCCONC1CNC1 N-(2-methoxyethoxy)azetidin-3-amine trifluoroacetate salt